C(C)OC(=O)C12COC(CC1)(CC2)CI 1-(iodomethyl)-2-oxabicyclo[2.2.2]octane-4-carboxylic acid ethyl ester